C(C)(C)(C)OC([C@@H](CC=1OC2=C(C1)C=C(C=C2)C=O)[C@@H]2CN(CC2)C(=O)OC(C)(C)C)=O tert-butyl (R)-3-((S)-1-(tert-butoxy)-3-(5-formylbenzofuran-2-yl)-1-oxopropane-2-yl)pyrrolidine-1-carboxylate